2-(3-bromo-4-chlorophenyl)-N-(4-methoxybenzyl)-2-phenylethan-1-amine BrC=1C=C(C=CC1Cl)C(CNCC1=CC=C(C=C1)OC)C1=CC=CC=C1